[3-[2-(M-tolyl)ethynyl]-6,8-dihydro-5H-[1,2,4]triazolo[4,3-a]pyrazin-7-yl]-(1-piperidinyl)methanone hydrochloride Cl.C1(=CC(=CC=C1)C#CC1=NN=C2N1CCN(C2)C(=O)N2CCCCC2)C